O[C@@H]1C=2C=CC(=CC2CC[C@@H]1[C@@H]1N2C(C3=CC=CC=C13)=CN=C2)S(=O)(=O)N (5S,6R)-5-Hydroxy-6-((S)-5H-imidazo[5,1-a]isoindol-5-yl)-5,6,7,8-tetrahydronaphthalen-2-sulfonamid